FC(C=1C=CC=2N(N1)C(=CN2)C2=CC(=NC=N2)N2CC1(COC1)C2)F 6-(6-(6-(difluoromethyl)imidazo[1,2-b]pyridazin-3-yl)pyrimidin-4-yl)-2-oxa-6-azaspiro[3.3]heptane